C(C)(C)(C)OC(=O)N1CCC(CC1)(C1=CC=CC=C1)CN 4-(aminomethyl)-4-phenylpiperidine-1-carboxylic acid tert-butyl ester